3-(3-methoxy-4-((6-(trifluoromethyl)pyridin-3-yl)methoxy)benzyl)-6-(1-methyl-1H-pyrazol-4-yl)-3H-imidazo[4,5-b]pyridin-2-amine COC=1C=C(CN2C(=NC=3C2=NC=C(C3)C=3C=NN(C3)C)N)C=CC1OCC=1C=NC(=CC1)C(F)(F)F